phenpropyl isocyanate C(CCC1=CC=CC=C1)N=C=O